5-(2-(2-aminopyridin-4-yl)-3-isopropyl-1H-indol-5-yl)-N,N-dimethyl-1,3,4-oxadiazole-2-carboxamide NC1=NC=CC(=C1)C=1NC2=CC=C(C=C2C1C(C)C)C1=NN=C(O1)C(=O)N(C)C